[C@H]12OCC[C@@H]2C[C@H]1NC(=O)C1=CN=C2N1N=C(C=C2N(C([2H])([2H])[2H])CC2=CC=C(C=C2)OC)NC=2C(N(C=CC2)C2=NC=CC=C2F)=O N-((1R,5S,7R)-2-oxabicyclo[3.2.0]heptan-7-yl)-6-((3'-fluoro-2-oxo-2H-[1,2'-bipyridin]-3-yl)amino)-8-((4-methoxybenzyl)(methyl-d3)amino)imidazo[1,2-b]pyridazine-3-carboxamide